perfluorooctyl-amide F[N-]C(C(C(C(C(C(C(C(F)(F)F)(F)F)(F)F)(F)F)(F)F)(F)F)(F)F)(F)F